COC1=C(C2=CC=C(C=C2C=C1)C=O)C1=C(C=CC2=CC=CC=C12)OC (S)-2,2'-dimethoxy-1,1'-binaphthyl-6-carbaldehyde